2-(4-(4-(aminomethyl)-7-oxo-6,7-dihydrothieno[2,3-d]pyridazin-2-yl)-1-methyl-1H-pyrazol-5-yl)-4-chloro-6-cyclopropoxy-3-fluorobenzonitrile NCC=1C2=C(C(NN1)=O)SC(=C2)C=2C=NN(C2C2=C(C#N)C(=CC(=C2F)Cl)OC2CC2)C